CN1CC2=CC(=CC(=C2CC1)C)C=1N=C2C(=NC1)NC=C2C2=CC(=C(C(=O)N(C)C)C=C2)C 4-(2-(2,5-dimethyl-1,2,3,4-tetrahydroisoquinolin-7-yl)-5H-pyrrolo[2,3-b]pyrazin-7-yl)-N,N,2-trimethylbenzamide